FC(CCO)(C1=C(C(=CC=C1)[C@@H](C)NC1=NC(=NC2=C3C(=C(C=C12)N1CC2(COC2)C1)CCC3)C)F)F (R)-3,3-difluoro-3-(2-fluoro-3-(1-((2-methyl-6-(2-oxa-6-azaspiro[3.3]heptan-6-yl)-8,9-dihydro-7H-cyclopenta[h]quinazolin-4-yl)amino)ethyl)phenyl)propan-1-ol